[Cl-].C(CCC)C1(N(N[NH+]=C1)CC)C 4-1-butyl-3-ethyl-4-methyl-1,2,3-triazolium chloride